(7-bromo-8-fluoro-4-hydroxy-2-methylquinazolin-6-yl)dimethyl-phosphorus oxide BrC1=C(C=C2C(=NC(=NC2=C1F)C)O)P(C)(C)=O